N-(5-(bicyclo[3.1.0]hexane-6-carboxamido)-2-methylpyridin-3-yl)-2-(1-methyl-1H-pyrazol-4-yl)-1H-pyrrolo[2,3-b]pyridine-5-carboxamide C12CCCC2C1C(=O)NC=1C=C(C(=NC1)C)NC(=O)C=1C=C2C(=NC1)NC(=C2)C=2C=NN(C2)C